NCCOCCOCCOCCOCCOCCNC1=CC(=C(C(=O)NC=2SC(=CN2)C2=CC=CC=C2)C=C1)C 4-((17-amino-3,6,9,12,15-pentaoxaheptadecyl)amino)-2-methyl-N-(5-phenylthiazol-2-yl)benzamide